N-(4-fluorophenyl)-N-methyl-2-[(3R)-3-methylmorpholin-4-yl]-8-[1-(tetrahydro-2H-pyran-2-yl)-1H-pyrazol-5-yl]-1,7-naphthyridin-4-amine FC1=CC=C(C=C1)N(C1=CC(=NC2=C(N=CC=C12)C1=CC=NN1C1OCCCC1)N1[C@@H](COCC1)C)C